2-(1-ethylpyrrolidin-2-yl)-N-(2-methyl-1-((3-(trifluoromethyl)pyridin-2-yl)oxy)propan-2-yl)acetamide C(C)N1C(CCC1)CC(=O)NC(COC1=NC=CC=C1C(F)(F)F)(C)C